N1N=C(C=C1)CC1=CC=C2C3(CC=4C(=NOC4C2=C1)NS(=O)(=O)C1=C(C=CC=C1)OC)CC3 N-(8'-((1H-pyrazol-3-yl)methyl)-4'H-spiro[cyclopropane-1,5'-naphtho[2,1-d]isoxazol]-3'-yl)-2-methoxybenzenesulfonamide